FC1=C(OCCSCC2=NNC(N2)=S)C=CC(=C1)F 3-[(2,4-difluorophenoxyethylsulfanyl)methyl]-1H-1,2,4-triazole-5(4H)-thione